Fmoc-D-Alanine C(=O)(OCC1C2=CC=CC=C2C2=CC=CC=C12)N[C@H](C)C(=O)O